N(=O)SC([C@H](NC(C)=O)C(=O)O)(C)C S-nitroso-N-acetyl-PENICILLAMINE